C(C1=CC=CC=C1)OC(=O)N([C@H](C(=O)O)CC(C)C)C (2S)-2-{[(benzyloxy)carbonyl](methyl)amino}-4-methylpentanoic acid